4-(2-cyano-7-((5-cyclopropyl-7-methyl-1H-indol-4-yl)methyl)-7-azaspiro[3.5]nonan-6-yl)-N-(oxetan-3-ylmethyl)benzamide C(#N)C1CC2(C1)CC(N(CC2)CC2=C1C=CNC1=C(C=C2C2CC2)C)C2=CC=C(C(=O)NCC1COC1)C=C2